FC=1C=C(C=CC1)C=1C=NC(=NC1)NC=1C=C(C(=O)NCC2=C(C=C(C(=C2)F)F)F)C=CC1 3-((5-(3-fluorophenyl)pyrimidin-2-yl)amino)-N-(2,4,5-trifluorobenzyl)benzamide